CC=1OC2=C(N1)C=C(C=C2)CN (2-methyl-1,3-benzoxazol-5-yl)methan-amine